C(C)(=O)C=1C=C2C(N([C@@](C2=C(C1)F)(O[C@@H]1CC(CC1)=O)C1=CC=C(C=C1)Cl)[C@@H](CC(=O)O)C1=CC=C(C=C1)Cl)=O (3S)-3-[(1R)-5-acetyl-1-(4-chlorophenyl)-7-fluoro-3-oxo-1-[(3S)-oxocyclopent-3-yloxy]-2,3-dihydro-1H-isoindol-2-yl]-3-(4-chlorophenyl)propanoic acid